CC1=C(C=NC=C1)C=1C=C2C=C(N=CC2=CN1)NC1=CC=C(C=N1)CCO 2-(6-((6-(4-methylpyridin-3-yl)-2,7-naphthyridin-3-yl)amino)pyridin-3-yl)ethan-1-ol